FC1=CC(=CC2=C1COB2O)C[C@@H]2N[C@H]([C@H](OC2=O)C2=CC=CC=C2)C2=CC=CC=C2 (3S,5S,6R)-3-[(4-fluoro-1-hydroxy-3H-2,1-benzoxaborol-6-yl)methyl]-5,6-diphenylmorpholin-2-one